methyl (6S)-6-amino-3-(2-hydroxyphenyl)-5H,7H,8H,9H-pyridazino[3,4-b]indole-6-carboxylate N[C@@]1(CC=2C3=C(NC2CC1)N=NC(=C3)C3=C(C=CC=C3)O)C(=O)OC